N-[2-(3,3-difluoropyrrolidin-1-yl)-4-(2-fluoro-phenyl)-3-pyridyl]-7-methyl-6,7-dihydro-4H-pyrazolo[1,5-a]pyrazine-5-carboxamide FC1(CN(CC1)C1=NC=CC(=C1NC(=O)N1CC=2N(C(C1)C)N=CC2)C2=C(C=CC=C2)F)F